8-allyl-7-fluoro-1-(2-(methylsulfonyl)ethyl)quinolin-2(1H)-one C(C=C)C=1C(=CC=C2C=CC(N(C12)CCS(=O)(=O)C)=O)F